N-(6-cyano-4'-((2-(1,1-difluoroethyl)-6-methylpyrimidin-4-yl)amino)-5-fluoro-[2,3'-bipyridyl]-6'-yl)acetamide C(#N)C1=C(C=CC(=N1)C=1C=NC(=CC1NC1=NC(=NC(=C1)C)C(C)(F)F)NC(C)=O)F